C(C)(=O)C=1C=C(C=C2C(N(C(=NC12)N1CCOCC1)C(F)F)=O)C 8-acetyl-3-(difluoromethyl)-6-methyl-2-morpholino-quinazolin-4-one